2-methyl-5,11-dioxo-6,12-bis(n-heptylcarbonyloxy)naphthonaphthalene CC=1C=CC2=C3C(C(C(=C2C1)OC(=O)CCCCCCC)=O)=C1C=CC=CC1=C(C3=O)OC(=O)CCCCCCC